C(#N)C=1C=C(C(=O)NC2=CC=C3C=NN(C3=C2)C=2C=NN(C2)C)C=CC1 3-cyano-N-(1-(1-methyl-1H-pyrazol-4-yl)-1H-indazol-6-yl)benzamide